C(CCCCCCCCCCCCC)(=O)N(CC(OP(=O)(O)O)C(CCCCCCC\C=C/CCCCCCCC)=O)C(CCCCCCCCCCCCC)=O dimyristoyl-oleoyl-phosphoethanolamine